ClC1=CN=C(S1)C=1C=C(OC[C@H]2CN(CCO2)C(=O)OC(C)(C)C)C=C(C1)C(N[C@H](C)C=1C=NC(=NC1)C(F)(F)F)=O Tert-butyl (2R)-2-[[3-(5-chlorothiazol-2-yl)-5-[[(1R)-1-[2-(trifluoromethyl)pyrimidin-5-yl]ethyl]carbamoyl]phenoxy] methyl]morpholine-4-carboxylate